(1R,6S)-N-((S)-2-hydroxy-2-phenylethyl)-2,2,6-trimethylcyclohexane-1-carboxamide O[C@H](CNC(=O)[C@H]1C(CCC[C@@H]1C)(C)C)C1=CC=CC=C1